FC1=C(C=CC(=C1)F)C1(CC1)CN1N=C2N([C@@H](CCC2)C(=O)O)C1=O (5S)-2-{[1-(2,4-difluorophenyl)cyclopropyl]methyl}-3-oxo-2,3,5,6,7,8-hexahydro[1,2,4]triazolo[4,3-a]pyridine-5-carboxylic acid